(R/S)-(3-fluoro-2-(2H-1,2,3-triazol-2-yl)phenyl)(6-((5-(trifluoromethyl)pyrazin-2-yl)amino)-2-azabicyclo[2.2.2]octan-2-yl)methanone FC=1C(=C(C=CC1)C(=O)N1[C@H]2C(CC(C1)CC2)NC2=NC=C(N=C2)C(F)(F)F)N2N=CC=N2 |r|